C(C(=C)C)(=O)OC1=CC=C(C=C1)N=NC1=CC=CC=C1 4-(methacryloyloxy)azobenzene